(S)-8-((3S,5R)-4-acryloyl-3,5-dimethylpiperazin-1-yl)-l-1-chloro-3-(pyrimidin-2-yloxy)-10-(trifluoromethyl)-3,4-dihydro-2H,6H-[1,4]thiazepino[2,3,4-ij]quinazolin-6-one C(C=C)(=O)N1[C@H](CN(C[C@H]1C)C1=NC(N2C3=C(C=C(C=C13)C(F)(F)F)S(C[C@H](C2)OC2=NC=CC=N2)Cl)=O)C